C1(CCC1)N1CC(CCC1)C(=O)C1=CC2=CC=C(C=C2C=C1)OC (1-Cyclobutylpiperidin-3-yl)(6-methoxynaphthalen-2-yl)methanone